C1(CC1)N1CCN(CC1)C1=CC=C2N=C3C(C4=C(C(C3=NC2=C1)=O)N=C(C=C4)C)=O 9-(4-Cyclopropylpiperazin-1-yl)-2-methylpyrido[2,3-b]phenazin-5,12-dion